F.C(C)N1C(N(C=2N=CN(C2C1=O)C)CC)=O 1,3-diethyl-7-methyl-purine-2,6-dione hydrofluoride